benzyl 6-[4-(ethoxycarbonyl)-1,5-dimethylpyrrol-2-yl]-7-{[(3R)-3-methyl-3,4-dihydro-1H-isoquinolin-2-yl]carbonyl}-3,4-dihydro-1H-isoquinoline-2-carboxylate C(C)OC(=O)C=1C=C(N(C1C)C)C=1C=C2CCN(CC2=CC1C(=O)N1CC2=CC=CC=C2C[C@H]1C)C(=O)OCC1=CC=CC=C1